2-(4-(3-(1-(5-chloropyrimidin-2-yl)piperidin-4-yl)propoxy)-2-fluorophenyl)-1-(5-((2S,3R,4R,5R)-2,3,4,5,6-pentahydroxyhexyl)-2,5-diazaspiro[3.4]octan-2-yl)ethan-1-one ClC=1C=NC(=NC1)N1CCC(CC1)CCCOC1=CC(=C(C=C1)CC(=O)N1CC2(C1)N(CCC2)C[C@@H]([C@H]([C@@H]([C@@H](CO)O)O)O)O)F